BrCC1(COC1)C=O 3-(bromomethyl)oxetane-3-carboxaldehyde